1-((2-methylpyrimidin-5-yl)methyl)-3-(phenylethynyl)-4-(4-(trifluoromethyl)phenyl)-1H-pyrrole-2,5-dione CC1=NC=C(C=N1)CN1C(C(=C(C1=O)C1=CC=C(C=C1)C(F)(F)F)C#CC1=CC=CC=C1)=O